FC1=C(C(=CC=2CCN(CCC21)CCCC(C)C)O)N2CC(NS2(=O)=O)=O 5-(6-fluoro-8-hydroxy-3-(4-methylpentyl)-2,3,4,5-tetrahydro-1H-benzo[d]azepine-7-Yl)-1,2,5-thiadiazolidin-3-one 1,1-dioxide